(S)-1'-(3-(2H-1,2,3-Triazol-2-yl)benzyl)-2-((5-amino-6-fluoro-1H-pyrrolo[3,2-b]pyridin-2-yl)methyl)-5-fluorospiro[isoindoline-1,3'-pyrrolidine]-2',3-dione N=1N(N=CC1)C=1C=C(CN2C([C@@]3(CC2)N(C(C2=CC(=CC=C23)F)=O)CC2=CC3=NC(=C(C=C3N2)F)N)=O)C=CC1